c-gamma-hydroxy-arginine OC(C[C@H](N)C(=O)O)CNC(N)=N